β-pinene oxide C12C3(CCC(C1(C)C)C2)CO3